FC=1C=C2C(C(=CN(C2=NC1N1CC(C1)C(NCCC1=CC=NC=C1)=O)C=1SC=CN1)C(=O)O)=O 6-fluoro-4-oxo-7-(3-{[2-(pyridin-4-yl)ethyl]carbamoyl}azetidin-1-yl)-1-(1,3-thiazol-2-yl)-1,4-dihydro-1,8-naphthyridine-3-carboxylic acid